(S)-3-((S)-sec-butyl)-N-(1-methylazetidin-3-yl)-2-oxo-1,2,3,5-tetrahydro-4H-benzo[e][1,4]diazepine-4-carboxamide [C@H](C)(CC)[C@@H]1N(CC2=C(NC1=O)C=CC=C2)C(=O)NC2CN(C2)C